C(C)(C)(C)C1=CC=C(C=C1)C1=NC(=NC(=C1)Cl)Cl 4-(4-tert-butylphenyl)-2,6-dichloro-pyrimidine